C(C)(C)(C)OC(=O)N1C=C(C2=CC(=CC=C12)COCC1=CC=C(C=C1)C(F)(F)F)NC(C)=O 3-acetamido-5-([[4-(trifluoromethyl)phenyl]methoxy]methyl)indole-1-carboxylic acid tert-butyl ester